4-aminobutyl ((4-(((3R,4R)-1-(2-cyanoacetyl)-4-methylpiperidin-3-yl)(methyl)amino)-7H-pyrrolo[2,3-d]pyrimidin-7-yl) methyl) carbonate C(OCCCCN)(OCN1C=CC2=C1N=CN=C2N(C)[C@H]2CN(CC[C@H]2C)C(CC#N)=O)=O